(R)-1-(3-(1-(4-phenoxyphenyl)imidazo[1,5-a]pyrazin-3-yl)pyrrolidin-1-yl)prop-2-en-1-one O(C1=CC=CC=C1)C1=CC=C(C=C1)C=1N=C(N2C1C=NC=C2)[C@H]2CN(CC2)C(C=C)=O